The molecule is a polyprenylhydroquinone in which the polyprenyl substituent is at C-2 together with additional methyl and methoxy groups present at C3 and C-6 respectively. CC1=C(C(=C(C=C1O)OC)O)CC=C(C)C